tert-Butyl (S)-2-(3-(3-(3,4-dimethoxyphenyl)propyl)-1,2,4-oxadiazol-5-yl)piperidine-1-Carboxylate COC=1C=C(C=CC1OC)CCCC1=NOC(=N1)[C@H]1N(CCCC1)C(=O)OC(C)(C)C